COC(/C(=C\C=1SC(=C(C1)Br)F)/N=[N+]=[N-])=O (E)-2-azido-3-(4-bromo-5-fluoro-2-thienyl)prop-2-enoic acid methyl ester